2-(4-oxo-8-(pyridin-3-yl)-6-(4-(trifluoromethyl)phenyl)pyrido[3,4-d]pyrimidin-3(4H)-yl)propanoic acid, 2,2,2-trifluoroacetic acid salt FC(C(=O)O)(F)F.O=C1C2=C(N=CN1C(C(=O)O)C)C(=NC(=C2)C2=CC=C(C=C2)C(F)(F)F)C=2C=NC=CC2